[OH-].C(CC1=CC=CC=C1)[N+](CCC)(CCC)CCC phenethyl-tripropyl-ammonium hydroxide